N(CCO)(CCO)CCO.C(CCCCCCCCCC)(C(=O)O)C(=O)O undecanedicarboxylic acid triethanolamine salt